ClC=1C=CC=C2C(=CNC12)C[C@@H]1C(N(C(N1C(=O)O)=O)C)=O.C(#N)CC1=CC=C(C=C1)NC(=O)C1C(CCC(C1)(C)C)C(C)C N-(4-(Cyanomethyl)phenyl)-2-isopropyl-5,5-dimethylcyclohexancarboxamid (R)-5-((7-chloro-1H-indol-3-yl)methyl)-3-methylimidazolidine-2,4-dioneAT